benzyl-4-cyclohexylbutan-2-ol methyl-4-(4-bromophenyl)benzoate CC1=C(C(=O)OC(CCC2=CC=CC=C2)CCC2CCCCC2)C=CC(=C1)C1=CC=C(C=C1)Br